ONC(/C=C/C1=C(C(=O)N(C)C2(CC2)COC)C=CC=C1)=O (E)-2-(3-(hydroxyamino)-3-oxoprop-1-en-1-yl)-N-(1-(methoxymethyl)cyclopropyl)-N-methylbenzamide